C(C)(C)OC1=C2C(=NC=C1)C=C(S2)C(=O)O 7-Isopropoxythiopheno[3,2-b]pyridine-2-carboxylic acid